(S)-4-(5-amino-4-((((4-fluorophenyl)methyl-d2)sulfonyl)oxy)-3-oxo-2,3-dihydrofuran-2-yl-2-d)benzoic acid-d NC1=C(C([C@](O1)([2H])C1=CC=C(C(=O)O[2H])C=C1)=O)OS(=O)(=O)C([2H])([2H])C1=CC=C(C=C1)F